C(C1=CC=CC=C1)N1CCN(CC1)CCCOC=1C=CC(N(N1)C1=CC(=C(C=C1)Cl)Cl)=O 6-(3-(4-benzylpiperazin-1-yl)propoxy)-2-(3,4-dichlorophenyl)pyridazin-3(2H)-one